C(C1=CC=CC=C1)ON1C(C2(C1)N(C(CC2)C(=O)OCC2=CC=CC=C2)CC(C)C)=O Benzyl 2-(benzyloxy)-5-isobutyl-1-oxo-2,5-diazaspiro[3.4]octane-6-carboxylate